[2H]C([2H])([2H])OP(=O)(OC=C(Cl)Cl)OC([2H])([2H])[2H] Dichlorvos-d6